(2S,4R)-1-tert-butoxycarbonyl-4-methoxy-pyrrolidine-2-carboxylic acid C(C)(C)(C)OC(=O)N1[C@@H](C[C@H](C1)OC)C(=O)O